4-(N-acetyl-O-benzyl-D-seryl)-1-(α-cyano-3-(3,4-dihydroxyphenyl)acryloyl)piperazine C(C)(=O)N[C@H](COCC1=CC=CC=C1)C(=O)N1CCN(CC1)C(C(=CC1=CC(=C(C=C1)O)O)C#N)=O